C1(CCC1)CN(C(=O)OCC1=C(N=NN1C)C1=CC=C(C(=N1)C)O[C@@H]1C[C@@H]([C@H]2C[C@H]2C1)C(=O)O)C (1S,2S,4S,6S)-4-((6-(5-((((cyclobutylmethyl)(methyl)carbamoyl)oxy)methyl)-1-methyl-1H-1,2,3-triazol-4-yl)-2-methylpyridin-3-yl)oxy)bicyclo[4.1.0]heptane-2-carboxylic Acid